[Si](C)(C)(C(C)(C)C)OCC1=CC=C(C=N1)C(C(=O)[O-])(C(=O)[O-])C 2-(6-(((tert-Butyldimethylsilyl) oxy) methyl) pyridin-3-yl)-2-methylmalonate